BrCC=1C(=CC(=C2C=CN=CC12)F)F 8-(bromomethyl)-5,7-difluoroisoquinoline